ClC(=O)N1C(C(N(CC1)CCNC(OC(C)(C)C)=O)=O)=O tert-butyl (2-(4-(chlorocarbonyl)-2,3-dioxopiperazin-1-yl)ethyl)carbamate